2-chloro-5-fluoro-N-(4-(pyrrol-1-yl)phenyl)pyrimidin-4-amine ClC1=NC=C(C(=N1)NC1=CC=C(C=C1)N1C=CC=C1)F